stearic acid, isocyanate C(CCCCCCCCCCCCCCCCC)(=O)N=C=O